1,5-dilithiooxyanthraquinone [Li]OC1=CC=CC=2C(C3=C(C=CC=C3C(C12)=O)O[Li])=O